(2R)-2-((ethylcarbamoyl)amino)-N-(3-fluoro-4-(trimethylsilyl)phenyl)-2-(4-(methoxymethyl)phenyl)acetamide C(C)NC(=O)N[C@@H](C(=O)NC1=CC(=C(C=C1)[Si](C)(C)C)F)C1=CC=C(C=C1)COC